FC(N1N=CC=C1CC)F 2-(difluoromethyl)-3-ethylpyrazole